C(C)N(C1=CC=C(C=C1)N=NC1=CC=C(C2=CC=CC=C12)[N+](=O)[O-])CC N,N-diethyl-4-(4-nitronaphthalen-1-ylazo)-aniline